FC1=C2NC(C=3N(C2=CC=C1CN1CCN(CC1)C=1C(=NC(=CC1)C(NC([2H])([2H])[2H])=O)C)N=CC3)=O 6-fluoro-7-((4-(2-methyl-6-((methyl-d3)carbamoyl)pyridin-3-yl)piperazin-1-yl)methyl)pyrazolo[1,5-a]quinoxalin-4(5H)-one